ethyl-bishydroxyethyl-methyl-ammonium chloride [Cl-].C(C)[N+](C)(CCO)CCO